C(C)C1=NC2=CC(=C(C=C2C(N1C1=C(C=C(C=C1C)C)C)=O)/C=C/C(=O)NO)F (E)-3-(2-ethyl-7-fluoro-3-mesityl-4-oxo-3,4-dihydroquinazolin-6-yl)-N-hydroxyacrylamide